C(C)(C)(C)OC(CNC(=O)C1=CC=NC2=CC(=CC=C12)C1(CC1)OCC)=O (7-(1-ethoxycyclopropyl)quinoline-4-carbonyl)glycine tert-butyl ester